(S)-4-phenyl-2-butylamine C1(=CC=CC=C1)CC[C@H](C)N